7-Methanesulfonyl-5-(2-methyl-1-oxo-2,3-dihydro-1H-isoindol-5-yl)imidazo[1,2-c]pyrimidine-8-Nitrile CS(=O)(=O)C1=C(C=2N(C(=N1)C=1C=C3CN(C(C3=CC1)=O)C)C=CN2)C#N